3-fluoroacetamidopropyl 2-acetamido-6-O-benzyl-2-deoxy-4-O-[α-D-galactopyranosyl]-β-D-glucopyranoside C(C)(=O)N[C@H]1[C@H](OCCCNC(CF)=O)O[C@@H]([C@H]([C@@H]1O)O[C@@H]1[C@H](O)[C@@H](O)[C@@H](O)[C@H](O1)CO)COCC1=CC=CC=C1